[Na].[SiH2]([SiH2][SiH2][SiH2][SiH2][SiH3])O hexasilanol-sodium salt